4-(aziridin-2-yl)-but-1-ene N1C(C1)CCC=C